ClC1=CC(=CC2=C1N=CS2)NC(=O)C2=NN(C(=CC2=O)C)C2=CC=CC=C2 N-(4-chlorobenzo[d]thiazol-6-yl)-6-methyl-4-oxo-1-phenyl-1,4-dihydropyridazine-3-carboxamide